CC1=CC=C(O1)C=CC(CCCCC)(C1=NC(=NC(=N1)C(Cl)(Cl)Cl)C(Cl)(Cl)Cl)CC 2-[2-(5-methylfuran-2-yl)vinyl-(ethylhexyl)]-4,6-bis(trichloromethyl)-s-triazine